FC=1C=C2C=NN(C2=CC1C=1C=2C=NN(C2C(=CC1)C)CC(=O)NCC(=O)NCC(=O)OC)C methyl 2-[2-(2-{5'-fluoro-1',7-dimethyl-[4,6'-biindazol]-1-yl} acetamido)acetamido]acetate